N1=CN=C(C=C1)OS(=O)(=O)C(F)(F)F pyrimidin-4-yl-trifluoromethanesulfonate